1-(4-chloro-3-fluorophenyl)azetidine-3-methanol ClC1=C(C=C(C=C1)N1CC(C1)CO)F